(R)-4-((6-(2-hydroxy-6-methyl-4-(trifluoromethyl)phenyl)-3-methyl-2H-pyrazolo[3,4-b]pyridin-2-yl)methyl)-1-isopropylpyrrolidin-2-one OC1=C(C(=CC(=C1)C(F)(F)F)C)C=1C=CC=2C(N1)=NN(C2C)C[C@@H]2CC(N(C2)C(C)C)=O